C1([C@H](O)[C@@H](O)[C@H](O)[C@H](O1)CO)OC(C(O)CO)=O GLUCOSYLGLYCERATE